O1CC(C1)CN1N=CC=2C1=NC=CN2 1-(oxetan-3-ylmethyl)-1H-pyrazolo[3,4-b]pyrazine